malonic acid, calcium salt [Ca+2].C(CC(=O)[O-])(=O)[O-]